FC=1C=C2C(=NN(C2=CC1C1CCNCC1)C)N1C(NC(CC1)=O)=O 1-[5-fluoro-1-methyl-6-(4-piperidyl)indazol-3-yl]hexahydropyrimidine-2,4-dione